C(C)(C)(C)OC(=O)N1CCN(CC1)C1=NC(=C(C=C1)[N+](=O)[O-])NC1=CC(=NC=C1)NC(=O)C=1C=NC=CC1.ClC=1N=CC=C2C=C(N=CC12)C1(CC1)C(=O)N (8-chloro-2,7-naphthyridin-3-yl)cyclopropanecarboxamide tert-butyl-4-(5-nitro-6-{[2-(pyridine-3-amido)pyridin-4-yl]amino}pyridin-2-yl)piperazine-1-carboxylate